[N+](=O)([O-])C=1C=C(C=CC1)C1=CC=CC2=C1C=CS2 4-m-nitrophenyl-benzothiophene